(S)-3-(2-amino-[1,2,4]triazolo[1,5-a]pyridin-7-yl)-N-(3-(4-chlorophenyl)-3-hydroxypropyl)-6-ethyl-2-fluorobenzamide NC1=NN2C(C=C(C=C2)C=2C(=C(C(=O)NCC[C@H](O)C3=CC=C(C=C3)Cl)C(=CC2)CC)F)=N1